FC1=C2C(=NC=3N(C2=CC=C1F)C(=NN3)C)N3CCOCC1=C3C=CC=C1C#CC1(CC1)C 1-(6,7-Difluoro-1-methyl-[1,2,4]triazolo[4,3-a]quinazolin-5-yl)-6-((1-methylcyclopropyl)ethynyl)-1,2,3,5-tetrahydrobenzo[e][1,4]oxazepine